C(CCCCCCCCCCCCCCCCCCCCCCCCCCCCCCC)C(=O)[O-] dotriacontyl-carboxylate